methyl 2,2-dimethyl-5-hydroxy-4-oxo-7-(p-toluenesulfonyloxy)-2,3-dihydrobenzopyran-6-carboxylate CC1(OC2=C(C(C1)=O)C(=C(C(=C2)OS(=O)(=O)C2=CC=C(C)C=C2)C(=O)OC)O)C